OC[O-] hydroxymethyl alcoholate